(E)-2-(3-iodo-2-phenylallyl)-2-isopropylmalononitrile I/C=C(\CC(C#N)(C#N)C(C)C)/C1=CC=CC=C1